C1(CC1)C1=CC(=NN1)NC1=CC(=NC(=N1)N(C1CCC(CC1)NC(CC1=CC(=CC=C1)C(F)(F)F)=O)C)C(=O)O 6-((5-cyclopropyl-1H-pyrazol-3-yl)amino)-2-(methyl((1R,4R)-4-(2-(3-(trifluoromethyl)phenyl)acetamido)cyclohexyl)amino)pyrimidine-4-carboxylic acid